C[C@@H]1NCC[C@@H](C1)CO cis-2-methylpiperidin-4-ylmethanol